(R)-1-(3-(5-((3-fluorophenyl)ethynyl)pyridin-2-yl)-1,2,4-oxadiazol-5-yl)-N,N-dimethylethanamine FC=1C=C(C=CC1)C#CC=1C=CC(=NC1)C1=NOC(=N1)[C@@H](C)N(C)C